1-Vinyl-2-ethylimidazolin C(=C)N1C(=NCC1)CC